ClC=1C=CC2=C(C[C@H]3CC[C@@H]2N3C(=O)NC3=CC(=C(C=C3)Cl)Cl)C1 (5S,8R)-2-chloro-N-(3,4-dichlorophenyl)-6,7,8,9-tetrahydro-5H-5,8-epiminobenzo[7]annulene-10-carboxamide